NC=1N=CC(=NC1OC(C)C1=C(C(=CC=C1F)F)Cl)C1=CC=C(C=C1)NS(=O)(=O)CCN1CCCC1 2-pyrrolidin-1-yl-ethanesulfonic acid (4-{5-amino-6-[1-(2-chloro-3,6-difluoro-phenyl)-ethoxy]-pyrazin-2-yl}-phenyl)-amide